3-(4-((4-bromobutyl)sulfonyl)-1-carbonylisoindolin-2-yl)piperidine-2,6-dione BrCCCCS(=O)(=O)C1=C2CN(C(C2=CC=C1)=C=O)C1C(NC(CC1)=O)=O